C\C(=C/CO)\CCC1C(=CCCC1(C)C)C (E)-3-methyl-5-(2,6,6-trimethylcyclohex-2-en-1-yl)pent-2-en-1-ol